N-vinylpyrrolidine C(=C)N1CCCC1